C(CCCCC)C(COC(=O)CCCCCCCCCC(OC(OCCN(CCN(CC)CC)CCOC(CCCCC)=O)=O)CCCCCC)CCCCCCCC.BrC1=CC=C(C=C1)C1(CC1)C(F)(F)F 1-bromo-4-[1-(trifluoromethyl)cyclopropyl]Benzene 2-hexyldecyl-3-ethyl-6-(2-(caproyloxy)ethyl)-12-hexyl-10-oxo-9,11-dioxa-3,6-diazaheneicosane-21-carboxylate